4-((2,4'-dichloro-[1,1'-biphenyl]-4-yl)amino)-1H-1,2,3-triazole-5-carboxylic acid ClC1=C(C=CC(=C1)NC=1N=NNC1C(=O)O)C1=CC=C(C=C1)Cl